3-[(4,4-difluorocyclohexyl)methyl]-4-(1,3-thiazol-2-ylmethyl)-4,5-dihydro-1,2,4-oxadiazol-5-one FC1(CCC(CC1)CC1=NOC(N1CC=1SC=CN1)=O)F